FC1=CC=C(CC=2C=NN(C2)C(=O)N[C@@H]2C(N(C3=C(OC2)C=CC(=C3)C#CC(C)(N3CCN(CC3)C)C)C)=O)C=C1 (S)-4-(4-fluorobenzyl)-N-(5-methyl-7-(3-methyl-3-(4-methylpiperazin-1-yl)but-1-yn-1-yl)-4-oxo-2,3,4,5-tetrahydrobenzo[b][1,4]oxazepin-3-yl)-1H-pyrazole-1-carboxamide